C(C=C)N1N(C2=NC(=NC=C2C1=O)NC=1C=C2C=NN(C2=CC1)C)C1=NC(=CC=C1)OC1CCN(CC1)C 2-allyl-6-(1-methyl-1H-indazol-5-ylamino)-1-[6-(1-methyl-4-piperidyloxy)-2-pyridyl]-1,2-dihydro-3H-1,2,5,7-tetraazainden-3-one